C(CCCC)OC(CCCCC(=O)OCCCCCC(CCCCCOC(CCCCC(OCCCCC)OCCCCC)=O)N(CC1CCN(CC1)C)C(=O)SCCCCCCC)OCCCCC [11-(6,6-dipentoxyhexanoyloxy)-6-[heptylsulfanylcarbonyl-[(1-methyl-4-piperidyl)methyl]amino]undecyl] 6,6-dipentoxyhexanoate